1-(phenylsulfonyl)-4-(4,4,5,5-tetramethyl-1,3,2-dioxaborolan-2-yl)-1H-pyrrolo[2,3-b]pyridine C1(=CC=CC=C1)S(=O)(=O)N1C=CC=2C1=NC=CC2B2OC(C(O2)(C)C)(C)C